tert-butyl (E)-(3-fluoro-2-(((2-(3-methylpyrrolidin-1-yl)benzo[d]oxazol-6-yl)oxy)methyl)allyl)carbamate F/C=C(\CNC(OC(C)(C)C)=O)/COC1=CC2=C(N=C(O2)N2CC(CC2)C)C=C1